C1(=CC=CC=C1)[C@@H]1[C@H](C1)NC(=O)[C@@H]1CN(C[C@H]1C(N[C@@H]1[C@H](C1)C1=CC=CC=C1)=O)C(=O)C1=CC=C(C(=O)N2C[C@@H]([C@H](C2)OC)NC(OCCCCCCCCCCCCCC)=O)C=C1 tetradecyl ((3S,4S)-1-(4-((3S,4S)-3,4-bis(((1S,2R)-2-phenylcyclopropyl)carbamoyl)pyrrolidine-1-carbonyl)benzoyl)-4-methoxypyrrolidin-3-yl)carbamate